C(#N)C=1C=CC(=C2C=CC=NC12)OC1C(C(C1(C)C)NC(C1=CC=C(C=C1)OCCCCCN1CCN(CC1)C=1C=C2C(N(C(C2=CC1)=O)C1C(NC(CC1)=O)=O)=O)=O)(C)C N-((1r,3r)-3-((8-cyanoquinolin-5-yl)oxy)-2,2,4,4-tetramethylcyclobutyl)-4-((5-(4-(2-(2,6-dioxopiperidin-3-yl)-1,3-dioxoisoindolin-5-yl)piperazin-1-yl)pentyl)oxy)benzamide